ClC1=CC=C(C(=C1C(=O)NCC)C)OC 6-chloro-N-ethyl-3-methoxy-2-methyl-benzamide